1,4-bis(2-thiobenzoylthioprop-2-yl)benzene C(C1=CC=CC=C1)(=S)SC(C)(C)C1=CC=C(C=C1)C(C)(C)SC(C1=CC=CC=C1)=S